methyl (R,E)-4-(2-(2-((1-(1-(naphthalen-1-yl)ethyl)piperidin-4-yl)(sulfamoyl)amino)acetamido)acetamido)but-2-enoate C1(=CC=CC2=CC=CC=C12)[C@@H](C)N1CCC(CC1)N(CC(=O)NCC(=O)NC/C=C/C(=O)OC)S(N)(=O)=O